N-methyl-N-(6-(methyl-(piperidin-4-yl)amino)-pyridazin-3-yl)-4-(1H-pyrazol-4-yl)benzamide CN(C(C1=CC=C(C=C1)C=1C=NNC1)=O)C=1N=NC(=CC1)N(C1CCNCC1)C